[Si].CC1=NC2=C(N1)C=CC(=C2)C2=C(C=CC(=C2)CCC)C(C)(C)O 2-(2-(2-methyl-1H-benzimidazol-5-yl)-4-propylphenyl)propan-2-ol Silicon